CC(C)(C)OC(=O)N1C(=CC=2C1=CN=CC2)C2=CC=C(C=C2)C=2C=CC(=NC2)NCCOCCOC=2C=C(C(C(=O)O)=CC2)C(=O)O 4-[2-[2-[[5-[4-[1-[(2-methylpropan-2-yl)oxycarbonyl]pyrrolo[2,3-c]pyridin-2-yl]phenyl]pyridin-2-yl]amino]ethoxy]ethoxy]phthalic acid